C[C@H]1CN(CCN1)C(C=C)=O (S)-1-(3-methylpiperazin-1-yl)prop-2-en-1-one